((S)-1-(hydroxy methyl)-3-sulfanyl-propyl) carbamate C(N)(O[C@@H](CCS)CO)=O